The molecule is an indoleacetic acid amide conjugate obtained by formal condensation of the carboxy group of indole-3-acetic acid with the amino group of phenylalanine. It has a role as a plant metabolite. It is an indoleacetic acid amide conjugate and a phenylalanine derivative. It derives from an indole-3-acetic acid. C1=CC=C(C=C1)CC(C(=O)O)NC(=O)CC2=CNC3=CC=CC=C32